BrC1=CN=C2N1C=C(N=C2)C(=O)N(C)C2=CC(=C(C=C2)F)OC 3-bromo-N-(4-fluoro-3-methoxy-phenyl)-N-methyl-imidazo[1,2-a]pyrazine-6-carboxamide